methyl 2-(benzyl (tert-butoxycarbonyl) amino)-6-bromo-1H-benzo[d]imidazole-4-carboxylate C(C1=CC=CC=C1)N(C1=NC2=C(N1)C=C(C=C2C(=O)OC)Br)C(=O)OC(C)(C)C